COC=1C=C(C=CC1C(F)(F)F)C=1N=C2SC3=C(N2C1)C=CC(=C3)S(=O)(=O)C 2-(3-methoxy-4-(trifluoromethyl)phenyl)-7-(methylsulfonyl)benzo[d]imidazo[2,1-b]thiazole